N-[(1S)-1-{[(1S)-4-(carbamoylamino)-1-{[4-(chloromethyl)phenyl]carbamoyl}butyl]carbamoyl}-2-methylpropyl]-6-(2,5-dioxo-2,5-dihydro-1H-pyrrol-1-yl)hexanamide C(N)(=O)NCCC[C@@H](C(NC1=CC=C(C=C1)CCl)=O)NC(=O)[C@H](C(C)C)NC(CCCCCN1C(C=CC1=O)=O)=O